FC(C1=CC(=NC=C1S(=O)(=O)Cl)O)F 4-(difluoromethyl)-2-hydroxypyridine-5-sulfonyl chloride